BrC1=CC=CC=C1 (E)-4-bromobenzene